(S)-N-(2-(1H-indol-3-yl)ethyl)-3-(1H-indol-3-yl)-2-(4-methylphenylsulfonyl)acrylamide N1C=C(C2=CC=CC=C12)CCNC(C(=CC1=CNC2=CC=CC=C12)S(=O)(=O)C1=CC=C(C=C1)C)=O